NC1=NC=2C=C(C=CC2C2=C1N=C(N2)CN(C(OCC)=O)CC)C2=NNC=C2 ethyl N-{[4-amino-7-(1H-pyrazol-3-yl)-1H-imidazo[4,5-c]quinolin-2-yl] methyl}-N-ethylcarbamate